[Na+].FCS(=O)(=O)[O-].FCS(=O)(=O)[O-].[Na+] Sodium bis(fluoromethylsulfonate) sodium